(1S,3aR,6aS)-2-(9-Acetamido-9H-fluorene-9-carbonyl)-N-((S)-4-hydroxy-3-oxo-1-((S)-2-oxopyrrolidin-3-yl)butan-2-yl)octahydrocyclopenta[c]pyrrole-1-carboxamide C(C)(=O)NC1(C2=CC=CC=C2C=2C=CC=CC12)C(=O)N1[C@@H]([C@@H]2[C@H](C1)CCC2)C(=O)N[C@@H](C[C@H]2C(NCC2)=O)C(CO)=O